ClC1=C(C=C(C=C1)C(=O)N1CCC(CC1)COC([2H])([2H])C1CCNCC1)N1C(NC(CC1)=O)=O 1-(2-Chloro-5-(4-((piperidin-4-ylmethoxy-d2)methyl)piperidine-1-carbonyl)phenyl)dihydropyrimidine-2,4(1H,3H)-dione